COC=1C=C2CCN(CC2=CC1NC=1N=C(C2=C(N1)NC=C2)N2OCC[C@H]2C2=CC=CC=C2)C (S)-6-methoxy-2-methyl-N-(4-(3-phenylisoxazolidin-2-yl)-7H-pyrrolo[2,3-d]pyrimidin-2-yl)-1,2,3,4-tetrahydroisoquinolin-7-amine